C(C)(=O)OCC(=N)C=1C=CC=2N(C3=CC=C(C=C3C2C1)C(C1=C(C=C(C=C1)OCC1OC(OC1)(C)C)C)=O)CC acetoxy-1-[9-ethyl-6-{2-methyl-4-(3,3-dimethyl-2,4-dioxacyclopentylmethoxy)benzoyl}-9H-carbazol-3-yl]ethan-1-imine